CNC(C(=O)O)(C)C (methylamino)isobutyric acid